(Z)-hexadec-11-en-1-ol C(CCCCCCCCC\C=C/CCCC)O